Cl.Cl.Cl.Cl.C(C)(C)(C)NC(=O)N1CCNCC1.C(C)(C)(C)NC(=O)N1CCNCC1 bis(N'-tert-butylpiperazineamide) tetrahydrochloride